NC1C(CC2=CC(=CC=C12)C(F)(F)F)O 1-amino-5-(trifluoromethyl)indan-2-ol